dimethyl (3-((6-amino-2-fluoro-9H-purin-9-yl)methyl)benzyl)phosphonate NC1=C2N=CN(C2=NC(=N1)F)CC=1C=C(CP(OC)(OC)=O)C=CC1